ClC=1C=C(C=CC1)NC(=O)C1=CC(=CC=2N(C=NC21)CC(F)(F)F)C#CCNC=2C(OC)=CC=C(C2)C(NC)=O N-m-chlorophenyl-6-{3-[4-(N-methylcarbamoyl)-2-anisidino]-1-propynyl}-1-(2,2,2-trifluoroethyl)-1H-1,3-benzimidazole-4-carboxamide